9,10-distyryl-anthracene C(=CC1=CC=CC=C1)C=1C2=CC=CC=C2C(=C2C=CC=CC12)C=CC1=CC=CC=C1